6-bromo-8-methoxy-2-methyl-[1,2,4]triazolo[1,5-a]pyridine BrC=1C=C(C=2N(C1)N=C(N2)C)OC